N-[3-({[(3aR,4R,6R,6aS)-2,2-dimethyl-6-[4-(methylamino)pyrrolo[2,3-d]pyrimidin-7-yl]-tetrahydro-3aH-cyclopenta[d][1,3]dioxol-4-yl]methyl}(1,3-thiazol-5-yl)amino)propyl]carbamate CC1(O[C@H]2[C@@H](O1)[C@@H](C[C@@H]2CN(CCCNC([O-])=O)C2=CN=CS2)N2C=CC1=C2N=CN=C1NC)C